C(C)S(=O)(=O)N1C(C=2C3=C(N(N=C3CC1)C1=NNC=C1)N=C(C2)N2[C@@H](COCC2)C)C (3R)-4-(7-(ethylsulfonyl)-6-methyl-2-(1H-pyrazol-3-yl)-6,7,8,9-tetrahydro-2H-1,2,3,7-tetraazabenzo[cd]azulene-4-yl)-3-methylmorpholine